OC1=CC=C(C=C1)C1=CC=CC=C1O 4,6'-dihydroxybiphenyl